[Pd].C(C1=CC=CC=C1)=CC(=O)C=CC1=CC=CC=C1.C(C1=CC=CC=C1)=CC(=O)C=CC1=CC=CC=C1.C(C1=CC=CC=C1)=CC(=O)C=CC1=CC=CC=C1 Tri(dibenzylideneacetone) palladium